C(C=1C(C(=O)OCCOS(=O)(=O)C2=CC=C(C)C=C2)=CC=CC1)(=O)OCCOC(C=C)=O 2-(acryloyloxy)ethyl (2-(tosyloxy)ethyl) phthalate